3,4,5-Triaminotriazole NN1N=NC(=C1N)N